neopentyl ((((1S,2R,4R)-3-oxo-1-azabicyclo[2.2.1]heptan-2-yl)methoxy)(phenoxy)phosphoryl)-L-alaninate O=C1[C@H](N2CC[C@@H]1C2)COP(=O)(OC2=CC=CC=C2)N[C@@H](C)C(=O)OCC(C)(C)C